BrC1=NN(C(=C1)C(=O)NC1=C(C=C(C=C1C(NC)=O)C#N)C)C1=NC=CC=C1Cl 3-bromo-1-(3-chloro-2-pyridinyl)-4'-cyano-2'-methyl-6'-(methylcarbamoyl)pyrazole-5-carboxanilide